Bromo-5-fluoropyridin-3-amine BrC1=NC=C(C=C1N)F